1-[1-Methyl-6-[(3R,4S)-3-methyl-4-(methylamino)-1-piperidyl]indazol-3-yl]hexahydropyrimidine-2,4-dione hydrochloride Cl.CN1N=C(C2=CC=C(C=C12)N1C[C@H]([C@H](CC1)NC)C)N1C(NC(CC1)=O)=O